(3S,4S)-8-(8-(2-bromo-3-chlorophenyl)-7-methylimidazo[1,2-c]pyrimidin-5-yl)-3-methyl-2-oxa-8-azaspiro[4.5]decan-4-amine BrC1=C(C=CC=C1Cl)C=1C=2N(C(=NC1C)N1CCC3([C@@H]([C@@H](OC3)C)N)CC1)C=CN2